FC=1C(=C(C=CC1F)[C@H]1[C@@H](O[C@@]([C@@H]1C)(C(F)(F)F)C)C(=O)NC1=CN=CC(=N1)C(=O)N)OC 6-[[(2R,3s,4r,5s)-3-(3,4-difluoro-2-methoxy-phenyl)-4,5-dimethyl-5-(trifluoromethyl)tetrahydrofuran-2-carbonyl]amino]pyrazine-2-carboxamide